COC1=C(C=C(C(=O)O)C=C1OC(=C(C(C(C(C(F)(F)F)(F)F)(F)F)(F)F)F)F)C(=O)O 4-methoxy-5-(perfluorohexenoxy)isophthalic acid